(4-chloropyridine-2-yl)-3-hydroxy-5-methylindolin ClC1=CC(=NC=C1)N1CC(C2=CC(=CC=C12)C)O